C1(CC1)C=1SC(=CN1)C1=NC2=CC=C(C=C2C(=C1)OCC)C1OCC1C(=O)N (2-(2-Cyclopropylthiazol-5-yl)-4-ethoxyquinolin-6-yl)oxetan-3-carboxamide